C12(CCC(CC1)CC2)N2N=C1C=CC=C(C1=C2)Br 2-(bicyclo[2.2.2]octan-1-yl)-4-bromoindazole